(R)-N-[(1S)-1-(6-bromo-3-pyridyl)-2,2,2-trifluoro-ethyl]-2-methyl-propane-2-sulfinamide BrC1=CC=C(C=N1)[C@@H](C(F)(F)F)N[S@](=O)C(C)(C)C